2-(1-methyl-10-oxo-4-(phenylcarbamoyl)-1,4,9-triazaspiro[5.6]dodecan-9-yl)acetic acid CN1CCN(CC12CCN(C(CC2)=O)CC(=O)O)C(NC2=CC=CC=C2)=O